(((benzyloxy) carbonyl) amino) piperidine-1-carboxylate N1(CCCCC1)C(=O)ONC(=O)OCC1=CC=CC=C1